NC1=C(C2=C(S1)CC1(OCCO1)CC2)C#N 2-amino-4,7-dihydro-5H-spiro[benzo[b]thiophene-6,2'-[1,3]dioxolane]-3-carbonitrile